ClC=1C=C(C=CC1F)NC(N(CC=1C2=C(NN1)CCOC2)C=2C=NC(=CC2)C#N)=O (3-Chloro-4-fluorophenyl)-1-(6-cyanopyridin-3-yl)-1-((1,4,6,7-tetrahydropyrano[4,3-c]pyrazol-3-yl)methyl)urea